1,2-bis(2-propynyloxy)ethaneN C(C#C)OC=COCC#C